2-(dimethylamino)-5-(3-(piperidine-1-carbonyl)pyrazolo[1,5-a]Pyridin-7-yl)nicotinonitrile CN(C1=C(C#N)C=C(C=N1)C1=CC=CC=2N1N=CC2C(=O)N2CCCCC2)C